Calcium stearat C(CCCCCCCCCCCCCCCCC)(=O)[O-].[Ca+2].C(CCCCCCCCCCCCCCCCC)(=O)[O-]